COC1=NC=C(C(=N1)OC)C=1C=C(C=2N(N1)C(=CN2)F)[C@@H]2[C@H](C2)C2=C(C=C(C#N)C=C2F)F 4-((1S,2S)-2-(6-(2,4-dimethoxypyrimidin-5-yl)-3-fluoroimidazo[1,2-b]pyridazin-8-yl)cyclopropyl)-3,5-difluorobenzonitrile